C(CCC)C1=CN=C(C(=N1)N1CCC(CC1)C(=O)O)C=1SC(=CC1)OC 1-(6-butyl-3-(5-methoxythiophen-2-yl)pyrazin-2-yl)piperidine-4-carboxylic acid